C1=CC=C(C=2SC3=CC=CC=C3C3(C12)C1=CC=CC=C1C=1C=CC=CC13)B(O)O spiro[fluorene-9,9'-thioxanthene]-4'-yl-boronic acid